[C@@H]1([C@H](O)[C@H](O)[C@@H](CO)O1)N1C(=O)N=C(N)C(=C1)C(=O)O cytidine-5-carboxylic acid